ClCC(=O)N[C@H]1CN(CCC1)C(=O)OC(C)(C)C tert-butyl (3R)-3-[(2-chloroacetyl)amino]piperidine-1-carboxylate